2-Amino-9-((2R,3R,5S)-3-hydroxy-5-(hydroxymethyl)tetrahydrofuran-2-yl)-7-(4,4,4-trifluorobutyl)-7,9-dihydro-8H-purin-8-on NC1=NC=C2N(C(N(C2=N1)[C@@H]1O[C@@H](C[C@H]1O)CO)=O)CCCC(F)(F)F